The molecule is a member of the class of anthracenones that is anthracen-1(4H)-one substituted by a methyl group at position 6 and by hydroxy groups at positions 3, 8, 9 and 10, respectively. It is an anthracenone and a member of phenols. CC1=CC2=C(C(=C1)O)C(=C3C(=C2O)CC(=O)C=C3O)O